C(C)OCCOCCOCCOCCOCCO 2-[2-[2-[2-(2-ethoxyethoxy)ethoxy]ethoxy]ethoxy]ethanol